ClC=1C=CC(=C(C(=O)O)C1)NC([C@H](C(C)(C)C)NC(=O)OC)=O (S)-5-chloro-2-(2-((methoxycarbonyl)amino)-3,3-dimethylbutanamido)benzoic acid